2-(2-{5-[(R)-(1,3-dimethyl-azetidin-3-yl)-hydroxy-(4-isopropyl-phenyl)-methyl]-pyridin-3-yl}-ethyl)-benzoic acid methyl ester COC(C1=C(C=CC=C1)CCC=1C=NC=C(C1)[C@](C1=CC=C(C=C1)C(C)C)(O)C1(CN(C1)C)C)=O